8-hydroxy-2-(tetrahydro-2H-pyran-4-yl)imidazo[1,2-a]pyrazine-6-carboxylic acid OC=1C=2N(C=C(N1)C(=O)O)C=C(N2)C2CCOCC2